CC=1N=NN(N1)C1=CC=C2C=CN=C(C2=C1)NCCC(=O)O 3-[[7-(5-methyltetrazol-2-yl)-1-isoquinolinyl]amino]propionic acid